COC1=C2C(C(=C(OC2=CC(=C1)OC)C1=CC(=C(C(=C1)OC)OC)OC)OCCCSC1=NC=NC2=CC=C(C=C12)C)=O 5,7-dimethoxy-3-(3-((6-methylquinazolin-4-yl)thio)propoxy)-2-(3,4,5-trimethoxyphenyl)-4H-chromen-4-one